C(C)[Pb](CC)(CC)CC Tetraethyllead